FCC(CCC#C)NC(OC(C)(C)C)=O tert-butyl N-[1-(fluoromethyl)pent-4-ynyl]carbamate